4-butyl-N-(7-hydroxynaphthalen-1-yl)benzamide C(CCC)C1=CC=C(C(=O)NC2=CC=CC3=CC=C(C=C23)O)C=C1